ethyl 6-chloro-7-[(2R)-2-{[(3-chloropyridin-2-yl) oxy] methyl} pyrrolidin-1-yl]-1-{6-[3-(dimethylamino) azetidin-1-yl] pyridin-3-yl}-4-oxo-1,4-dihydro-quinoline-3-carboxylate ClC=1C=C2C(C(=CN(C2=CC1N1[C@H](CCC1)COC1=NC=CC=C1Cl)C=1C=NC(=CC1)N1CC(C1)N(C)C)C(=O)OCC)=O